ClC1=CC=C(C=N1)C1(CN(C1)C(=O)OC(C)(C)C)O tert-Butyl 3-(6-chloropyridin-3-yl)-3-hydroxyazetidine-1-carboxylate